FC1(C(C1)N1N=C(C=C1)NC(=O)C=1C(=CC=2N(C1)C=C(N2)C2CCOCC2)OC)F N-(1-(2,2-difluorocyclopropyl)-1H-pyrazol-3-yl)-7-methoxy-2-(tetrahydro-2H-pyran-4-yl)imidazo[1,2-a]pyridine-6-carboxamide